dodecyl-amide propyl-dimethyl-aminoxide C(CC)CN([O-])C.C(CCCCCCCCCCC)[NH-]